BrC1=CC=C(C=C1)C1=NC(=C(C=C1C(=O)C1=CC=CC=C1)C(=O)C1=CC=CC=C1)C1=CC=C(C=C1)Br 2,6-Bis(4-bromophenyl)pyridine-3,5-diyl-bis(phenylmethanone)